OC1=C(C=CC(=C1)C#C[Si](C)(C)C)[C@H](C)NC(OC(C)(C)C)=O (S)-tert-butyl (1-(2-hydroxy-4-((trimethylsilyl)ethynyl)phenyl)ethyl)carbamate